CC1=CC(=NC=C1)C(C(=O)O)C (4-methylpyridin-2-yl)propionic acid